3-(4-((7-cyano-2-((4,4-dimethyl-4,5,7,8-tetrahydropyrazolo[1,5-d][1,4]oxazepin-2-yl)amino)-1-methyl-1H-imidazo[4,5-b]pyridin-6-yl)oxy)pyridin-2-yl)-1,1-dimethylurea C(#N)C1=C2C(=NC=C1OC1=CC(=NC=C1)NC(N(C)C)=O)N=C(N2C)NC2=NN1CCOCC(C1=C2)(C)C